3-(4-((2-(4-propylphenoxy)benzyl)oxy)phenyl)propanoic acid C(CC)C1=CC=C(OC2=C(COC3=CC=C(C=C3)CCC(=O)O)C=CC=C2)C=C1